anthraquinone-1,5-disulfonate sodium [Na+].C1(=CC=CC=2C(C=3C(=CC=CC3C(C12)=O)S(=O)(=O)[O-])=O)S(=O)(=O)[O-].[Na+]